1-cyano-3-(isoquinolin-6-yl)-2-phenylisourea C(#N)NC(OC1=CC=CC=C1)=NC=1C=C2C=CN=CC2=CC1